CC(CO)O 1-methyl-1,2-ethylene glycol